2,7-dibromophenanthrene BrC1=CC=2C=CC3=CC(=CC=C3C2C=C1)Br